CN(C=1C=C(C=CC1)NC1=NC(=CC(=N1)C=1CCN(CC1)C(=O)OC(C)(C)C)C1=CC=CC=C1)C tert-butyl 4-(2-((3-(dimethylamino)phenyl)amino)-6-phenylpyrimidin-4-yl)-3,6-dihydropyridine-1(2H)-carboxylate